BrC=1C=C(C(=NC1)NC(CCCC)=O)F N-(5-bromo-3-fluoropyridin-2-yl)valeramide